(7-((1H-Imidazol-1-yl)methyl)-5-(1-methyl-3-(trifluoromethyl)-1H-pyrazol-4-yl)-1-OXO-3,4-dihydroisoquinolin-2(1H)-yl)-N-(2-(dimethylamino)ethyl)-6-ethyl-2-methylquinoline N1(C=NC=C1)CC1=CC(=C2CCN(C(C2=C1)=O)C=1C(N(C2=CC=C(C=C2C1)CC)CCN(C)C)C)C=1C(=NN(C1)C)C(F)(F)F